3-[(3-fluoro-1-bicyclo[1.1.1]pentyl)methoxy]-1H-pyrazole FC12CC(C1)(C2)COC2=NNC=C2